trans-3-(1-(difluoromethyl)-1H-pyrazol-4-yl)-4-(2,2-dimethyl-3-((3-(trifluoromethoxy)pyridin-2-yl)oxy)propanamido)piperidine-1-carboxylic acid tert-butyl ester C(C)(C)(C)OC(=O)N1C[C@H]([C@@H](CC1)NC(C(COC1=NC=CC=C1OC(F)(F)F)(C)C)=O)C=1C=NN(C1)C(F)F